C1(CCC2=CC=CC=C12)C=1NC(=NN1)C(=O)O 5-(2,3-dihydro-1H-inden-1-yl)-4H-1,2,4-triazole-3-carboxylic acid